NC[C@@H]([C@@H](C1=CC=C(C=C1)F)C=1C=C(C#N)C=CC1)O 3-((1S,2R)-3-amino-1-(4-fluorophenyl)-2-hydroxypropyl)benzonitrile